NCC1=CC=C(CNC(CN=[N+]=[N-])=O)C=C1 N-(4-(aminomethyl)benzyl)-2-azidoacetamide